hydroxy-7-azaspiro[4.5]decan OC1CCCC12CNCCC2